N-{4-[7-(Cyclopropylmethyl)-3-(4-fluorophenyl)-5-methyl-4-oxo-4,5-dihydro-1H-pyrrolo[3,2-c]pyridin-2-yl]pyridin-2-yl}-4,4-difluoro-2-(4-fluorophenyl)butanamid C1(CC1)CC=1C2=C(C(N(C1)C)=O)C(=C(N2)C2=CC(=NC=C2)NC(C(CC(F)F)C2=CC=C(C=C2)F)=O)C2=CC=C(C=C2)F